O1CCC(=CC1)C=1C=C(C=CC1)C=1N=C(SC1)NC(=O)[C@H]1N(CCC1)C(=O)C1=CN(C(=C1)C)S(=O)(=O)C (S)-N-(4-(3-(3,6-dihydro-2H-pyran-4-yl)phenyl)thiazol-2-yl)-1-(5-methyl-1-(methylsulfonyl)-1H-pyrrole-3-carbonyl)pyrrolidine-2-carboxamide